2-fluoro-2-methyl-N-(methylsulfonyl)propanamide FC(C(=O)NS(=O)(=O)C)(C)C